C1(CC1)CNC1=CC=C(C=N1)NC1=NC=C(C(=N1)NC=1C=CC2=C(NC(O2)=O)C1)C 5-(2-(6-(cyclopropylmethylamino)pyridin-3-ylamino)-5-methylpyrimidin-4-ylamino)benzo[d]oxazol-2(3H)-one